2-(6'-oxo-1'-phenyl-1',6'-dihydro[2,3'-bipyridyl]-5'-yl)-benzonitrile O=C1C(=CC(=CN1C1=CC=CC=C1)C1=NC=CC=C1)C1=C(C#N)C=CC=C1